[trans-4-[(tert-butyldiphenylsilyl)oxy]cyclohexyl]oxypyran-2-carboxylate [Si](C1=CC=CC=C1)(C1=CC=CC=C1)(C(C)(C)C)O[C@@H]1CC[C@H](CC1)OC=1C(OC=CC1)C(=O)[O-]